[Cl-].C(#N)C1=CC=C(N=N1)OC1=CC=C(C=C1)C1CC[NH2+]CC1 4-(4-((6-cyanopyridazin-3-yl)oxy)phenyl)piperidin-1-ium chloride